aluminum (III) bis(2-methyl-8-quinolinate) CC1=NC2=C(C=CC=C2C=C1)C(=O)[O-].CC1=NC2=C(C=CC=C2C=C1)C(=O)[O-].[Al+3]